[2-(dimethylamino)ethoxy]-4-fluoro-2,3-dihydro-1H-indene-2-carbaldehyde CN(CCOC1C(CC2=C(C=CC=C12)F)C=O)C